FC1=CC=C(C=C1)C=1C=C(C(=NC1)CNC(OC(C)(C)C)=O)C=1N=NN(C1)C tertbutyl ((5-(4-fluorophenyl)-3-(1-methyl-1H-1,2,3-triazol-4-yl)pyridin-2-yl)methyl)carbamate